(2S,5R)-2,5-dimethyl-4-(1-(3-methylquinoxalin-6-yl)ethyl)piperazine-1-carboxylic acid C[C@@H]1N(C[C@H](N(C1)C(C)C=1C=C2N=C(C=NC2=CC1)C)C)C(=O)O